3-(2,8-Dimethylimidazo[1,2-a]pyridin-6-yl)-5-fluoro-7-(1,2,3,6-tetrahydropyridin-4-yl)cinnoline hydrochloride Cl.CC=1N=C2N(C=C(C=C2C)C=2N=NC3=CC(=CC(=C3C2)F)C=2CCNCC2)C1